undecyl 4-methylbenzenesulfonate CC1=CC=C(C=C1)S(=O)(=O)OCCCCCCCCCCC